1-butyl-3-methyl-imidazolium ethyl-sulfate C(C)OS(=O)(=O)[O-].C(CCC)N1C=[N+](C=C1)C